(4-diethylamino-2-hydroxybenzoyl)-benzoic acid C(C)N(C1=CC(=C(C(=O)C2=C(C(=O)O)C=CC=C2)C=C1)O)CC